(S)-2-(4-(2,5-dioxo-2,5-dihydro-1H-pyrrol-1-yl)butanamido)-propanoic acid O=C1N(C(C=C1)=O)CCCC(=O)N[C@H](C(=O)O)C